1-(benzyloxy)-6-chloro-4-ethoxy-2,7-naphthyridine C(C1=CC=CC=C1)OC1=NC=C(C2=CC(=NC=C12)Cl)OCC